rac-tert-Butyl (3S,4R)-3-fluoro-4-[(1-fluorocyclopropane-1-sulfonyl)amino]pyrrolidine-1-carboxylate F[C@H]1CN(C[C@H]1NS(=O)(=O)C1(CC1)F)C(=O)OC(C)(C)C |r|